ClC1=NC(=CC(=N1)C#N)NCC1=CC=C(C=C1)OC 2-chloro-6-[(4-methoxybenzyl)amino]pyrimidine-4-carbonitrile